tert-butyl 4-(3-((1S,5R)-3-(8-cyanoquinolin-5-yl)-5-(trifluoromethyl)-3-azabicyclo[3.1.0]hexan-1-yl)-1H-1,2,4-triazol-1-yl)piperidine-1-carboxylate C(#N)C=1C=CC(=C2C=CC=NC12)N1C[C@@]2(C[C@@]2(C1)C(F)(F)F)C1=NN(C=N1)C1CCN(CC1)C(=O)OC(C)(C)C